2-(pyrrolidine-1-yl)benzaldehyde N1(CCCC1)C1=C(C=O)C=CC=C1